CC1=NN2C(C=C(C=C2)C=O)=C1 2-methylpyrazolo[1,5-a]pyridine-5-carbaldehyde